N-((2R,3S)-1-(cyanoacetyl)-2-(((cis-4-phenylcyclohexyl)oxy)methyl)-piperidin-3-yl)methane-sulfonamide C(#N)CC(=O)N1[C@H]([C@H](CCC1)NS(=O)(=O)C)CO[C@@H]1CC[C@@H](CC1)C1=CC=CC=C1